(S)-1-(1-(tert-Butoxycarbonyl)pyrrolidin-3-yl)-4-oxo-6-(4,4,5,5-tetramethyl-1,3,2-dioxaborolan-2-yl)-1,4-dihydro-1,8-naphthyridine-3-carboxylic acid ethyl ester C(C)OC(=O)C1=CN(C2=NC=C(C=C2C1=O)B1OC(C(O1)(C)C)(C)C)[C@@H]1CN(CC1)C(=O)OC(C)(C)C